(S)-1-benzylpyrrolidin-3-amine C(C1=CC=CC=C1)N1C[C@H](CC1)N